8-amino-1,2,4a,5-tetrahydrobenzo[b]pyrazino[1,2-d][1,4]oxazine-3(4H)-carboxylic acid tert-butyl ester C(C)(C)(C)OC(=O)N1CC2N(C3=C(OC2)C=C(C=C3)N)CC1